BrCC=1C(=CC(=NC1)C(=O)NC)Cl 5-(bromomethyl)-4-chloro-N-methylpicolinamide